2-amino-N-methyl-propanamide NC(C(=O)NC)C